OC1=CC=C(C(C(=O)O)O)C=C1 4-hydroxymandelic acid